N1-(4-((4-amino-2-butyl-1H-imidazo[4,5-c]quinolin-1-yl)oxy)butyl)-N3,N3-dimethyl-N1-octadecyl-propane-1,3-diamine NC1=NC=2C=CC=CC2C2=C1N=C(N2OCCCCN(CCCN(C)C)CCCCCCCCCCCCCCCCCC)CCCC